C(C)(C)(C)OC(=O)N(C1=NC=CC(=C1)C=1OC=C(N1)C(=O)NC=1C(=NN(C1)C1=CC=C(C(=O)OC)C=C1)C(F)F)CC(F)(F)F methyl 4-[4-[[2-[2-[tert-butoxycarbonyl(2,2,2-trifluoroethyl)amino]-4-pyridyl] oxazole-4-carbonyl]amino]-3-(difluoromethyl)pyrazol-1-yl]benzoate